C1(=CC=CC=C1)C1CC2(OCCO2)CC(P1C1=C(C=CC=C1C1=C(C=CC=C1C)C)C1=C(C=CC=C1C)C)C1=CC=CC=C1 1,4-dioxa-7,9-diphenyl-8-[2,6-bis(2,6-dimethylphenyl)phenyl]-8-phosphaspiro[4.5]decane